[Cu].ClC(=C(Cl)Cl)Cl tetrachloroethylene copper